((2-(((3S,6S,9S,10aR)-3-((3R,4S)-3-cyano-4-phenylpyrrolidine-1-carbonyl)-9-ethyl-5-oxodecahydropyrrolo[1,2-a]azocin-6-yl)carbamoyl)benzo[b]thiophen-5-yl)fluoromethyl)phosphonic acid C(#N)[C@H]1CN(C[C@@H]1C1=CC=CC=C1)C(=O)[C@@H]1CC[C@H]2N1C([C@H](CC[C@@H](C2)CC)NC(=O)C2=CC1=C(S2)C=CC(=C1)C(F)P(O)(O)=O)=O